C1(CC1)OC1=C(C=O)C=CC(=C1)NC 2-CYCLOPROPOXY-4-(METHYLAMINO)BENZALDEHYDE